CN1N=CC=2C1=NC(=CC2N2C[C@H]([C@@H](CC2)C2=NC=C(N=C2C)N2CCNCC2)C)C 1,6-dimethyl-4-[trans-3-methyl-4-(3-methyl-5-piperazin-1-yl-pyrazin-2-yl)-1-piperidinyl]pyrazolo[3,4-b]pyridine